(S)-8-chloro-4-((3-chlorophenyl)amino)-6-(((1-isopropyl-1H-1,2,3-triazol-4-yl)(2-methylpyridin-3-yl)methyl)amino)quinoline-3-carbonitrile ClC=1C=C(C=C2C(=C(C=NC12)C#N)NC1=CC(=CC=C1)Cl)N[C@@H](C=1C(=NC=CC1)C)C=1N=NN(C1)C(C)C